4-[7-Methoxy-3-methyl-8-(1-methyl-1H-pyrazol-4-yl)-2-oxo-2,3-dihydroimidazo-[4,5-c]quinolin-1-yl]nicotinonitrile COC=1C(=CC=2C3=C(C=NC2C1)N(C(N3C3=CC=NC=C3C#N)=O)C)C=3C=NN(C3)C